3-indazolyl ketone N1N=C(C2=CC=CC=C12)C(=O)C1=NNC2=CC=CC=C12